2-nitro-6,7-dihydrobenzo[b]thiophen-4(5H)-one [N+](=O)([O-])C1=CC2=C(S1)CCCC2=O